3α,7α,12α-trihydroxy-5β-cholanoic acid O[C@H]1C[C@H]2C[C@H]([C@H]3[C@@H]4CC[C@H]([C@@H](CCC(=O)O)C)[C@]4([C@H](C[C@@H]3[C@]2(CC1)C)O)C)O